OC1C(CCCC1O)OC1C(C(CCC1)O)O 2,3-dihydroxycyclohex-1-ylether